C(C)(C)(C)OC(=O)N1CC2CCC(C1)N2C2=NC=1CCN(CC1C=C2)C(=O)OCC2=CC=CC=C2 benzyl 2-(3-(tert-butoxycarbonyl)-3,8-diazabicyclo[3.2.1]octan-8-yl)-7,8-dihydro-1,6-naphthyridine-6(5H)-carboxylate